4-bromo-3-(trifluoromethyl)pyridine BrC1=C(C=NC=C1)C(F)(F)F